C12CC(CC(CC1)N2)OC=2C=C1C(=NC=NC1=CC2OC)NC2=CC(=C(C=C2)OC2=CC1=C(N(C=N1)C)C=C2)C 6-((exo-8-Azabicyclo[3.2.1]octan-3-yl)oxy)-7-methoxy-N-(3-methyl-4-((1-methyl-1H-benzo[d]imidazol-5-yl)oxy)phenyl)quinazolin-4-amine